Ethyl 2-[[2,5-difluoro-4-(5-fluoro-6-hydroxy-2-pyridyl)phenyl]methyl]-7-fluoro-3-[[(2S)-oxetan-2-yl]methyl]benzimidazole-5-carboxylate FC1=C(C=C(C(=C1)C1=NC(=C(C=C1)F)O)F)CC=1N(C2=C(N1)C(=CC(=C2)C(=O)OCC)F)C[C@H]2OCC2